BrC1=CC=2N(C=C1)C(=NC2)C(=O)O 7-bromoimidazo[1,5-a]pyridine-3-carboxylic acid